(R)-3-((1-(5,7-difluoro-1H-indol-3-yl)-6-oxo-1,6-dihydropyridazin-3-yl)amino)-4-methylpentanoic acid FC=1C=C2C(=CNC2=C(C1)F)N1N=C(C=CC1=O)N[C@H](CC(=O)O)C(C)C